C(CCCCCCC)OC1=CC(=C(C(=O)C2=CC=CC=C2)C=C1)O 4-n-octyloxy-2-hydroxy-benzophenone